3-[3-[[(1R)-1-[3,6-Dimethyl-4-oxo-2-(3-pyridyl)chromen-8-yl]ethyl]amino]-2-pyridyl]-4H-1,2,4-oxadiazol-5-one CC1=C(OC2=C(C=C(C=C2C1=O)C)[C@@H](C)NC=1C(=NC=CC1)C1=NOC(N1)=O)C=1C=NC=CC1